2-(4-bromo-1-benzofuran-2-yl)ethan-1-ol BrC1=CC=CC2=C1C=C(O2)CCO